5-(4-bromopyrazol-1-yl)-3-methoxy-1-methyl-4-(trifluoromethyl)pyrazole BrC=1C=NN(C1)C1=C(C(=NN1C)OC)C(F)(F)F